7-methyl-9-butyl-theophylline iodonium salt [IH2+].CN1CN(C=2N(C(N(C)C(C12)=O)=O)C)CCCC